FC=1C(=NC=CC1)CNCC1=NC=C(C=C1)C(F)(F)F 1-(3-fluoropyridin-2-yl)-N-((5-(trifluoromethyl)pyridin-2-yl)methyl)methylamine